COC1=CC(=C(C=C1C)NC(=O)N[C@@H](C)C=1N(N=CN1)C1=NC=CC=N1)C 1-(4-methoxy-2,5-dimethyl-phenyl)-3-[(1S)-1-(2-pyrimidin-2-yl-1,2,4-triazol-3-yl)ethyl]urea